[N-]=C=O.[N-]=C=O.C1(=CC=CC=C1)OCCCOC1=CC=CC=C1 1,3-propylene glycol diphenyl ether diisocyanate